1-Hydroxy-N-(2-(N-(2-(1-hydroxy-6-oxo-1,6-dihydropyridine-2-carboxamido)ethyl)-3-(2-hydroxyphenyl)propanamido)ethyl)-6-oxo-1,6-dihydropyridine-2-carboxamide ON1C(=CC=CC1=O)C(=O)NCCN(C(CCC1=C(C=CC=C1)O)=O)CCNC(=O)C=1N(C(C=CC1)=O)O